C(C)(C)(C)OC(=O)N(CCN(C)C(=O)OC(C)(C)C)CC=1C=CC(=C(C(=O)OC)C1)N(S(=O)(=O)C)C methyl 5-(((tert-butoxycarbonyl)(2-((tert-butoxycarbonyl)(methyl)amino)ethyl)amino)methyl)-2-(N-methylmethylsulfonamido)benzoate